C(C)N(C(SC1[C@@H](O)[C@@H](O)[C@H](O)[C@H](O1)CO)=S)CC Mannosyl diethyldithiocarbamate